7-((5,7-Difluoro-2-methyl-1H-benzo[d]imidazol-6-yl)oxy)-2-(1-(tetrahydro-2H-pyran-2-yl)-1H-pyrazol-4-yl)quinoxaline FC1=CC2=C(NC(=N2)C)C(=C1OC1=CC=C2N=CC(=NC2=C1)C=1C=NN(C1)C1OCCCC1)F